O1CCC(=CC1)C1=NC=C(C=N1)B(O)O (2-(3,6-dihydro-2H-pyran-4-yl)pyrimidin-5-yl)boronic acid